N-[(1S)-1-[1-(difluoromethyl)pyrazol-3-yl]-2-methyl-propyl]Carbamic acid tert-butyl ester C(C)(C)(C)OC(N[C@@H](C(C)C)C1=NN(C=C1)C(F)F)=O